2,4-dichloro-5-(methylthio)pyrimidine ClC1=NC=C(C(=N1)Cl)SC